Pyrazolo[1,5-a]pyridine-2-carboxylic acid N1=C(C=C2N1C=CC=C2)C(=O)O